CC1=NC2=CC=CC=C2C(=C1N)C1=CC=CC=C1 2-methyl-4-phenyl-quinoline-3-amine